N-(4-((4',6-difluoro-[1,1'-biphenyl]-3-yl)amino)-7-(3-(4-methylpiperazin-1-yl)propoxy)quinazolin-6-yl)acrylamide FC1=CC=C(C=C1)C1=CC(=CC=C1F)NC1=NC=NC2=CC(=C(C=C12)NC(C=C)=O)OCCCN1CCN(CC1)C